(acrylamido)-2-methylpropanesulfonate C(C=C)(=O)NC(C(C)C)S(=O)(=O)[O-]